N-(3-(trifluoromethyl)phenyl)-4-morpholinyl-6-(4-chlorophenoxy)-[1,3,5]triazin-2-amine FC(C=1C=C(C=CC1)NC1=NC(=NC(=N1)N1CCOCC1)OC1=CC=C(C=C1)Cl)(F)F